tert-Butyl 3-(4-(3,4-dichloro-2-fluorophenoxy)quinazolin-6-yl)piperidine-1-carboxylate ClC=1C(=C(OC2=NC=NC3=CC=C(C=C23)C2CN(CCC2)C(=O)OC(C)(C)C)C=CC1Cl)F